2-(2-Chloro-6-methylpyridin-4-yl)-5-cyanobenzoyl chloride ClC1=NC(=CC(=C1)C1=C(C(=O)Cl)C=C(C=C1)C#N)C